ClC=1C=C(C=CC1)\C=C(\C(=O)OC(C)(C)C)/CSC1=CC=CC=C1 t-butyl (Z)-3-(3-chlorophenyl)-2-((phenylthio)methyl)acrylate